BrC1OCCO1 bromodioxolan